5-amino-6-(2-chloro-5-fluorophenyl)-2-methyl-8-oxo-7,8-dihydro-6H-pyrrolo[4,3-g]indazole-3-carbonitrile NC1=CC2=C(N(N=C2C2=C1C(NC2=O)C2=C(C=CC(=C2)F)Cl)C)C#N